C1(=CC=CC=C1)[Na] anti-phenyl-sodium